COC(C1=C(C=CC(=C1)NC(=O)C1(CC1)C1=C(C=C(C=C1)OC(F)(F)F)F)C=1C=NN(C1)C1CCCCC1)=O.ClC1=CC(=NC=C1)C(F)F 4-chloro-2-difluoromethyl-pyridine Methyl-2-(1-cyclohexyl-1H-pyrazol-4-yl)-5-[({1-[2-fluoro-4-(trifluoromethoxy)phenyl]cyclopropyl}carbonyl)amino]benzoate